N-(4-(tert-butyl)phenyl)-2-cyclohexylbutyramide C(C)(C)(C)C1=CC=C(C=C1)NC(C(CC)C1CCCCC1)=O